C(C)(C)C1=CC(=C(C=C1)C(C)C)C(C)C 1,3,4-triisopropylbenzene